COC(C(C)(C)NC1=CC(=C(C=C1)OCCN1C[C@H](N([C@H](C1)C)CC(=O)OC(C)(C)C)C)CC)=O 2-((4-(2-((3R,5S)-4-(2-(tert-butoxy)-2-oxoethyl)-3,5-dimethylpiperazin-1-yl)ethoxy)-3-ethylphenyl)amino)-2-methylpropanoic acid methyl ester